N-(6-bromobenzo[d][1,3]dioxol-5-yl)acetamide Tert-butyl-N-[[rac-(2S,6R)-4-benzyl-6-cyano-morpholin-2-yl]methyl]carbamate C(C)(C)(C)OC(NC[C@H]1CN(C[C@@H](O1)C#N)CC1=CC=CC=C1)=O.BrC=1C(=CC2=C(OCO2)C1)NC(C)=O |r|